NC=1C=CC=2N(C3=CC=CC=C3C2C1)N 3,9-diaminocarbazole